3-(3-chloro-5-(3-meth-ylbenzoyloxy)benzylideneamino)benzoic acid ClC=1C=C(C=NC=2C=C(C(=O)O)C=CC2)C=C(C1)OC(C1=CC(=CC=C1)C)=O